N-(benzoyloxy)-N-phenylaniline C(C1=CC=CC=C1)(=O)ON(C1=CC=CC=C1)C1=CC=CC=C1